tert-Butyl-3-(3-nitrophenyl)-2-[morpholin-2-yl]propanoate C(C)(C)(C)OC(C(CC1=CC(=CC=C1)[N+](=O)[O-])C1CNCCO1)=O